(S)-2-(2-phenylacetamido)-9-(5,6,7,8-tetrahydro-1,8-naphthyridin-2-yl)nonanoic acid C1(=CC=CC=C1)CC(=O)N[C@H](C(=O)O)CCCCCCCC1=NC=2NCCCC2C=C1